N-((5-isopropyl-4-methylpyridin-2-yl)methylene)-2-methylpropan-2-sulfinamide C(C)(C)C=1C(=CC(=NC1)C=NS(=O)C(C)(C)C)C